phenyl (3-(tert-butyl)-1,2,4-oxadiazol-5-yl)carbamate C(C)(C)(C)C1=NOC(=N1)NC(OC1=CC=CC=C1)=O